BrC=1C=C2C(=NC1)N(N=C2C(C)C)C2OCCCC2 5-bromo-3-isopropyl-1-(oxan-2-yl)pyrazolo[3,4-b]pyridine